[Pt].C(=C)[Si](O[Si](C)(C)C)(C)C=C divinyl-tetramethyl-disiloxane platinum